6'-(4-Fluorophenyl)-2'-oxo-1',4'-dihydro-2'H-spiro[pyrrolidine-3,3'-quinoline] FC1=CC=C(C=C1)C=1C=C2CC3(C(NC2=CC1)=O)CNCC3